N1CC(C1)C1=NC=2N(C(=C1)N1CCOCC1)N=C(C2)C2=CC=NC=C2 4-(5-(azetidin-3-yl)-2-(pyridin-4-yl)pyrazolo[1,5-a]pyrimidin-7-yl)morpholine